Nonafluorot-butyl alcohol FC(C(C(F)(F)F)(C(F)(F)F)O)(F)F